Br[C@@]12[C@]3(C=CCC=C3CC[C@H]1[C@@H]1C[C@@H]([C@H](CC)[C@]1(CC2)C)C)C 9-bromo-16β-methyl-pregna-1,4-diene